C1(=CC=C(C=C1)S(=O)(=O)N1CC(CC1)N1C(=NC=2C1=C1C(=NC2)NC=C1)[C@@H](C)O)C1=CC=CC=C1 (1R)-1-(1-(1-([1,1'-biphenyl]-4-ylsulfonyl)pyrrolidin-3-yl)-1,6-dihydroimidazo[4,5-d]pyrrolo[2,3-b]pyridin-2-yl)ethan-1-ol